N-[2-(4-{4-[(4-cyclohexylphenyl)amino]-7-oxo-6-(propan-2-yl)-6,7-dihydro-5H-pyrrolo[3,4-d]pyrimidin-2-yl}morpholin-2-yl)ethyl]acetamide C1(CCCCC1)C1=CC=C(C=C1)NC=1C2=C(N=C(N1)N1CC(OCC1)CCNC(C)=O)C(N(C2)C(C)C)=O